CN([C@H](CNC(=O)[C@@H]1[C@H](C1)C1=CC=CC=C1)CC1=CC=C(C=C1)O)C (1S,2S)-N-((S)-2-(dimethylamino)-3-(4-hydroxyphenyl)propyl)-2-phenylcyclopropane-1-carboxamide